2-Amino-N-[1-(8-chloro-5-pyridin-2-ylimidazo[1,5-a]pyridin-6-yl)ethyl]pyrazolo[1,5-a]pyrimidine-3-carboxamide trifluoroacetate salt FC(C(=O)O)(F)F.NC1=NN2C(N=CC=C2)=C1C(=O)NC(C)C=1C=C(C=2N(C1C1=NC=CC=C1)C=NC2)Cl